tert-butyl N-methyl-N-[1-[[3-methyl-1-(1-methyl-2,6-dioxo-3-piperidyl)-2-oxo-benzimidazol-4-yl]methyl]-4-piperidyl]carbamate CN(C(OC(C)(C)C)=O)C1CCN(CC1)CC1=CC=CC=2N(C(N(C21)C)=O)C2C(N(C(CC2)=O)C)=O